C(C1=CC=CC=C1)OCCOCC(COCCOCC1=CC=CC=C1)COCCOCC1=CC=CC=C1 7-((2-(benzyloxy)ethoxy)methyl)-1,13-diphenyl-2,5,9,12-tetraoxatridecane